tetrahydro-1,6-naphthyridine-2-carboxylic acid N1C(CCC2=CN=CC=C12)C(=O)O